O=C1NC(CCC1NC1=CC(=C(C=C1)C1CCN(CC1)[C@@H]1CC[C@H](CC1)C(=O)O)F)=O trans-4-(4-(4-((2,6-dioxopiperidin-3-yl)amino)-2-fluorophenyl)piperidin-1-yl)cyclohexane-1-carboxylic acid